N-Isopropyl-6-(4-(trifluoromethyl)phenyl)imidazo[2,1-a]isoquinoline-9-carboxamide C(C)(C)NC(=O)C1=CC=C2C(=CN3C(C2=C1)=NC=C3)C3=CC=C(C=C3)C(F)(F)F